beta-phenylethylbenzoate C1(=CC=CC=C1)CCOC(C1=CC=CC=C1)=O